N-(piperidin-3-yl)-4-(5-phenyl-1H-pyrrol-3-yl)-5-(trifluoromethyl)pyrimidin-2-amine N1CC(CCC1)NC1=NC=C(C(=N1)C1=CNC(=C1)C1=CC=CC=C1)C(F)(F)F